2-amino-2-(1-octyl-1H-1,2,3-triaZol-4-yl)propane-1,3-diol NC(CO)(CO)C=1N=NN(C1)CCCCCCCC